4,4-difluoro-2,3-bis(hydroxyimino)butanoic acid ethyl ester C(C)OC(C(C(C(F)F)=NO)=NO)=O